C(C)(C)(C1=CC=CC=C1)OOC(C)(C)C1=CC=CC=C1 DI-CUMYL PEROXIDE